2,5-furandipropanal O1C(=CC=C1CCC=O)CCC=O